METHYLCYCLOHEXAN-1-ONE CC1C(CCCC1)=O